FC(COC1=NC=C(C=N1)B(O)O)(C(F)(F)F)F [2-(2,2,3,3,3-Pentafluoropropoxy)pyrimidin-5-yl]boronic acid